(1S,6S)-3-Methyl-6-propan-2-ylcyclohex-2-en CC1=CC[C@H](CC1)C(C)C